[6-[[2-fluoro-4-(trifluoromethyl)phenyl]methyl]-2-azaspiro[3.3]heptan-2-yl]-[(3S)-3-(1H-1,2,4-triazol-5-yl)pyrrolidin-1-yl]methanone FC1=C(C=CC(=C1)C(F)(F)F)CC1CC2(CN(C2)C(=O)N2C[C@H](CC2)C2=NC=NN2)C1